[K].C(CC)C1=CC=CC1 n-propyl-cyclopentadiene potassium